FP(O)(O)=O Fluoro-phosphonic acid